The molecule is a flavonoid oxoanion that is a trianionic form of 3,3'-biflaviolin. It is the major microspecies at pH 7.3 (according to Marvin v 6.2.0.). It is a conjugate base of a 3,3'-biflaviolin 2,2'-diolate. C1=C(C=C(C2=C1C(=O)C(=O)C(=C2[O-])C3=C(C4=C(C=C(C=C4[O-])O)C(=O)C3=O)[O-])O)O